4-methyl-1-(5-methyl-2-((1-(piperidin-4-yl)-1H-pyrazol-4-yl)amino)pyrimidin-4-yl)piperidin-4-ylcyclopropane-1-carboxamide CC1(CCN(CC1)C1=NC(=NC=C1C)NC=1C=NN(C1)C1CCNCC1)C1(CC1)C(=O)N